1-nonadecanoyl-2-(13Z,16Z-docosadienoyl)-glycero-3-phosphocholine CCCCCCCCCCCCCCCCCCC(=O)OC[C@H](COP(=O)([O-])OCC[N+](C)(C)C)OC(=O)CCCCCCCCCCC/C=C\C/C=C\CCCCC